N-(6-(4,6-Dimethyl-2-(methylamino)pyrimidin-5-yl)-2-methoxypyridin-3-yl)-5-methyl-3-phenylisoxazole-4-carboxamide CC1=NC(=NC(=C1C1=CC=C(C(=N1)OC)NC(=O)C=1C(=NOC1C)C1=CC=CC=C1)C)NC